2,6-diazaspiro[3.5]nonane-2-carboxylic acid 2-methyl-2-propyl ester oxalate C(C(=O)O)(=O)O.CC(C)(C)OC(=O)N1CC2(C1)CNCCC2